FC1=C(C(=CC(=C1F)F)F)[B-](C1=C(C(=C(C=C1F)F)F)F)(C1=C(C(=C(C=C1F)F)F)F)C1=C(C(=C(C=C1F)F)F)F.C(C)[NH+](CC)CC triethyl-ammonium tetrakis(2,3,4,6-tetrafluorophenyl)borate